C(C)(=O)C1=NN(C2=CC=C(C=C12)C=1C=C2CCCC2=CC1)CC(=O)O 2-(3-acetyl-5-(2,3-dihydro-1H-inden-5-yl)-1H-indazol-1-yl)acetic acid